decahydro-2,6-naphthyridine C1NCCC2CNCCC12